C(C)OC(CC(=O)Cl)=O Ethyl-3-chloro-3-oxo-propanoate